7-((1-hydroxycyclopropyl)methoxy)-5-(2-(4-(4-methoxyphenoxy)piperidin-1-yl)thiazol-5-yl)imidazo[1,2-a]pyridine-3-carbonitrile OC1(CC1)COC1=CC=2N(C(=C1)C1=CN=C(S1)N1CCC(CC1)OC1=CC=C(C=C1)OC)C(=CN2)C#N